(adamantan-1-yl)-2-((6-ethoxy-2-(methylthio)pyrimidin-4-yl)oxy)acetamide C12(CC3CC(CC(C1)C3)C2)C(C(=O)N)OC2=NC(=NC(=C2)OCC)SC